3-bromo-1-(3-chloro-2-pyridyl)-1H-pyridine-5-formic acid BrC=1CN(C=C(C1)C(=O)O)C1=NC=CC=C1Cl